3-(4-(6-cyclopropyl-4-fluoropyridin-3-yl)phenyl)-N-(4-fluorophenyl)oxetan-3-Formamide C1(CC1)C1=CC(=C(C=N1)C1=CC=C(C=C1)C1(COC1)C(=O)NC1=CC=C(C=C1)F)F